CC(=CC(=O)NO)C 3,3-dimethyl-propenohydroxamic acid